((2-(2-cyanopyridin-4-yl)-4-fluoro-6-isopropylphenyl)carbamoyl)-6,7-dihydro-5H-pyrazolo[5,1-b][1,3]oxazine C(#N)C1=NC=CC(=C1)C1=C(C(=CC(=C1)F)C(C)C)NC(=O)C1=NN2C(OCCC2)=C1